3,3-difluorocyclobutyl (4-cyclobutyl-3-(4,4-difluorocyclohex-yl)-1-methyl-1H-pyrazol-5-yl)-carbamate C1(CCC1)C=1C(=NN(C1NC(OC1CC(C1)(F)F)=O)C)C1CCC(CC1)(F)F